IC1=NN(C=2C1=NC(=CC2)OC)C(C2=CC=CC=C2)(C2=CC=CC=C2)C2=CC=CC=C2 3-iodo-5-methoxy-1-trityl-pyrazolo[4,3-b]pyridine